NCCCO[Si](OC)(C)CCCN.[N] nitrogen (2-aminoethyl)-3-aminopropyl-methyldimethoxysilane